N1C(=NC2=C1C=CC=C2)C2(CC1=CC=C(C=C1C2)[N+](=O)[O-])N2CC1(CC1)CNC2=O 5-(2-(1H-benzo[d]imidazol-2-yl)-5-nitro-2,3-dihydro-1H-inden-2-yl)-5,7-diazaspiro[2.5]octan-6-one